(1R,2S,5S)-3-[(2S,3R)-3-tert-butoxy-2-[(2,2,2-trifluoroacetyl)amino]butanoyl]-N-[cyano-(7,8-difluoro-4-isoquinolyl)methyl]-6,6-dimethyl-3-azabicyclo[3.1.0]hexane-2-carboxamide C(C)(C)(C)O[C@@H]([C@@H](C(=O)N1[C@@H]([C@H]2C([C@H]2C1)(C)C)C(=O)NC(C1=CN=CC2=C(C(=CC=C12)F)F)C#N)NC(C(F)(F)F)=O)C